BrCC1=C(C=CC=C1)C1=CC=C(C=C1)CBr 2,4'-bis(bromomethyl)biphenyl